CN(C1=CC=C(C=O)C=C1)C N,N-dimethyl-4-aminobenzaldehyde